4-(4-methylcyclohexylidene)-2-(2-methylpyrazol-3-yl)oxazol-5-one CC1CCC(CC1)=C1N=C(OC1=O)C=1N(N=CC1)C